CN1C=CC(C2=CC=CC=C12)=O 1-methylquinolin-4(1H)-one